The molecule is the tricarboxylate anion of 2-hydroxy-4-oxobutane-1,2,4-tricarboxylic acid; major species at pH 7.3. It is a conjugate base of a 2-hydroxy-4-oxobutane-1,2,4-tricarboxylic acid. C(C(=O)C(=O)[O-])C(CC(=O)[O-])(C(=O)[O-])O